NC1=NC(=NC(=C1NC(CC1=CC(=CC=C1)Cl)=O)C)NCC1=CC=C(C=C1)C(F)(F)F N-[4-Amino-6-methyl-2-(4-trifluoromethylbenzylamino)-pyrimidin-5-yl]-2-(3-chlorophenyl)-acetamide